(R)-4-(4-amino-5-(3-aminopiperidin-1-yl)pyrrolo[2,1-f][1,2,4]triazin-7-yl)-2-fluorobenzamide NC1=NC=NN2C1=C(C=C2C2=CC(=C(C(=O)N)C=C2)F)N2C[C@@H](CCC2)N